N[Al] monoaminoaluminum